F\C(=C/CN)\CN1C=NC2=C1C=C(C=C2C2=CC=NN2C)C(F)(F)F (Z)-3-fluoro-4-(4-(1-methyl-1H-pyrazol-5-yl)-6-(trifluoromethyl)-1H-benzo[d]imidazol-1-yl)but-2-en-1-yl-amine